2-[3,5-dichloro-4-(4-hydroxy-3-propan-2-ylphenoxy)phenyl]acetic acid ClC=1C=C(C=C(C1OC1=CC(=C(C=C1)O)C(C)C)Cl)CC(=O)O